tert-butyl (2S)-2-(prop-2-ynoxymethyl)morpholine-4-carboxylate C(C#C)OC[C@@H]1CN(CCO1)C(=O)OC(C)(C)C